Methyl (2S)-2-[[(2S)-2-(tert-butoxycarbonylamino)-4,4-dimethyl-pentanoyl]amino]-3-[(3S)-2-oxo-3-piperidyl]propanoate C(C)(C)(C)OC(=O)N[C@H](C(=O)N[C@H](C(=O)OC)C[C@H]1C(NCCC1)=O)CC(C)(C)C